2-((2,7-dimethyl-[1,2,4]triazolo[1,5-a]pyridin-6-yl)amino)-9-(4-ethynyl-tetrahydro-2H-pyran-4-yl)-7-methyl-7,9-dihydro-8H-purin-8-one CC1=NN2C(C=C(C(=C2)NC2=NC=C3N(C(N(C3=N2)C2(CCOCC2)C#C)=O)C)C)=N1